ClC=1C=CC=2N(N1)C(=C(N2)C)C(=O)O 6-chloro-2-methylimidazo[1,2-b]pyridazine-3-carboxylic acid